N(=C=O)C[Si](O[Si](C)(C)CN=C=O)(C)C 1,3-bis(isocyanatomethyl)-1,1,3,3-tetramethyldisiloxane